6-(4-isopropyl-3-(1,4-dioxaspiro[4.5]decan-8-yl)-1-((2-(trimethylsilyl)ethoxy)methyl)-1H-pyrazol-5-yl)-8-methyl-[1,2,4]triazolo[1,5-a]pyridine C(C)(C)C=1C(=NN(C1C=1C=C(C=2N(C1)N=CN2)C)COCC[Si](C)(C)C)C2CCC1(OCCO1)CC2